ClC1=CC2=C(O[C@@H](CN(S2(=O)=O)CC2=CC(=CC=3C=CSC32)C(CC(=O)O)C3=C(C2=C(N(N=N2)C)C(=C3)C3CC3)C)CC)N=C1 3-(7-{[(4R)-8-chloro-4-ethyl-1,1-dioxo-3,4-dihydro-2H-pyrido[2,3-b][1,4,5]oxathiazepin-2-yl]methyl}-1-benzothien-5-yl)-3-(7-cyclopropyl-1,4-dimethyl-1H-benzotriazol-5-yl)propanoic acid